N-[4-(2,6-dimethylphenyl)-6-[1-(1-phenylcyclobutanecarbonyl)azetidin-3-yl]oxy-pyrimidin-2-yl]-1-methyl-pyrazole-4-sulfonamide CC1=C(C(=CC=C1)C)C1=NC(=NC(=C1)OC1CN(C1)C(=O)C1(CCC1)C1=CC=CC=C1)NS(=O)(=O)C=1C=NN(C1)C